C[Si](CCCC[Si](OC)(OC)OC)(OC)OC 1-methyldimethoxysilyl-4-trimethoxysilyl-butane